(S)-2'-methoxyl-methoxy-1,1'-binaphthyl O(C)C1=C(C2=CC=CC=C2C=C1)C1=C(C=CC2=CC=CC=C12)OC